C(C)(C)(C)OC(C(C)OCCNC1=C2C(N(C(C2=CC=C1)=O)C1C(NC(CC1)=O)=O)=O)=O (2-((2-(2,6-dioxopiperidin-3-yl)-1,3-dioxoisoindolin-4-yl)amino)ethoxy)propanoic acid tert-butyl ester